C(C)(C)(C)OC(=O)N=C(NC1=NC=CC=C1)NC(=O)OC(C)(C)C 2-(2,3-Bis(tert-butoxycarbonyl)guanidino)pyridine